(S)-1-(4-((5-(2-(2-aminopyridin-3-yl)-6-(pyridin-4-yl)-3H-imidazo[4,5-b]pyridin-3-yl)-2,3-dihydro-1H-inden-1-yl)amino)piperidin-1-yl)prop-2-en-1-one NC1=NC=CC=C1C1=NC=2C(=NC=C(C2)C2=CC=NC=C2)N1C=1C=C2CC[C@@H](C2=CC1)NC1CCN(CC1)C(C=C)=O